ethyl (2R,3S)-2-(4-((tert-butoxycarbonyl)amino)phenyl)-1-(2-fluoro-6-methylbenzoyl)piperidine-3-carboxylate C(C)(C)(C)OC(=O)NC1=CC=C(C=C1)[C@@H]1N(CCC[C@@H]1C(=O)OCC)C(C1=C(C=CC=C1C)F)=O